Cl.CN(CC1C2=C(NCCC1)C=CC=C2)C N,N-Dimethyl-1-(2,3,4,5-tetrahydro-1H-benzo[b]azepin-5-yl)methanamine hydrochloride